FC(CN1C(=NC=2C1=NC(=CN2)C=2C=CN1N=C(N=CC12)NC1CC(C1)(C)C(=O)N1CCCC1)C)F ((1s,3s)-3-((5-(1-(2,2-difluoroethyl)-2-methyl-1H-imidazo[4,5-b]pyrazin-6-yl)pyrrolo[2,1-f][1,2,4]triazin-2-yl)amino)-1-methylcyclobutyl)(pyrrolidin-1-yl)methanone